(R)-N-(2-(4-Cyanothiazolidin-3-yl)-2-oxoethyl)-6-(3-(difluoromethyl)-azetidin-1-yl)quinoline-4-carboxamide C(#N)[C@H]1N(CSC1)C(CNC(=O)C1=CC=NC2=CC=C(C=C12)N1CC(C1)C(F)F)=O